2,2-dimercapto-1,3,4-thia-diazole SC1(SC=NN1)S